C1(CC1)OCC1=C(C=CC=C1)C=1C(=CC=CC1)S(=O)(=O)N 2'-(cyclopropoxymethyl)-[1,1'-biphenyl]-2-sulfonamide